FC1=CC=C(C=C1)C(N1C(CN(CC1)C1=C(C(N(C2=CC=C(N=C12)Br)C)=O)C#N)C(=O)O)C1=CC=C(C=C1)F 1-(bis(4-fluorophenyl)methyl)-4-(6-bromo-3-cyano-1-methyl-2-oxo-1,2-dihydro-1,5-naphthyridin-4-yl)piperazine-2-carboxylic acid